ClC1=C(C=CC(=C1)NCC1=C(C(=C(C(=C1F)F)C(F)(F)F)F)F)O 2-chloro-4-(2,3,5,6-tetrafluoro-4-trifluoromethylbenzylamino)phenol